diamino-1,1'-biphenyl NC1=CC=C(C=C1)C1=CC=C(C=C1)N